thioketoprofen OC(=S)C(C)C1=CC(C(=O)C2=CC=CC=C2)=CC=C1